2,2-difluoro-3-(4-(6-fluoro-1H-indol-3-yl)thiophen-2-yl)-3-oxopropionic acid FC(C(=O)O)(C(=O)C=1SC=C(C1)C1=CNC2=CC(=CC=C12)F)F